2,3,3-trimethyl-1-propyl-3H-indolyl iodide CC1N(C=2C=CC=C(C2C1(C)C)I)CCC